ClC1=CC=C(C=C1)[C@@H]1CCN(CCC1)C1=C(C(N(C2=CC=CC=C12)C)=O)C#N 4-[(4S)-4-(4-chlorophenyl)azepan-1-yl]-1-methyl-2-oxo-1,2-dihydroquinoline-3-carbonitrile